tert-butyl (4-(4-fluorobutyl)-2,5-dimethoxyphenethyl)carbamate FCCCCC1=CC(=C(CCNC(OC(C)(C)C)=O)C=C1OC)OC